Methyl 3-(3-acetoxypropyl)-6-chloro-7-(1-ethyl-5-(iodomethyl)-3-methyl-1H-pyrazol-4-yl)-1-methyl-1H-indole-2-carboxylate C(C)(=O)OCCCC1=C(N(C2=C(C(=CC=C12)Cl)C=1C(=NN(C1CI)CC)C)C)C(=O)OC